3-cyclopropyl-N-(2-methylpropyl)-7-oxo-8,9-dihydrocyclopenta[h]isoquinoline-5-sulfonamide C1(CC1)C=1N=CC=2C3=C(C=C(C2C1)S(=O)(=O)NCC(C)C)C(CC3)=O